C(=O)(O)CCC(=O)NC1=CC(=C(C=C1)C1=CC=CC=C1)C (2R,4S)-4-[(3-carboxyl-1-oxopropyl)amino]-2-methyl-biphenyl